(R)-tert-butyl 3-((S)-3-(8-((aminooxy)methyl)-2,3-dihydrobenzo[b][1,4]dioxin-6-yl)-1-(tert-butoxy)-1-oxopropan-2-yl)pyrrolidine-1-carboxylate NOCC1=CC(=CC2=C1OCCO2)C[C@H](C(=O)OC(C)(C)C)[C@@H]2CN(CC2)C(=O)OC(C)(C)C